O=C1NC(CCC1N1C(C2=CC=C(C=C2C1=O)NCCCCCCCCCCCC(=O)NCCC1=CC=C(C=C1)N1[C@@H]2CN([C@H](C1)C2)\C=C\C(=O)C2=C(C=CC=C2)O)=O)=O 12-((2-(2,6-dioxopiperidin-3-yl)-1,3-dioxoisoindolin-5-yl)amino)-N-(4-((1S,4S)-5-((E)-3-(2-hydroxyphenyl)-3-oxoprop-1-en-1-yl)-2,5-diazabicyclo[2.2.1]heptan-2-yl)phenethyl)dodecanamide